[Si](C)(C)(C(C)(C)C)OC[C@H]1CN(CC[C@H]1NC1=CC=C2C(=NN(C2=C1)C)C=1C(=NC(=CC1)OCC1=CC=CC=C1)OCC1=CC=CC=C1)C(=O)OC(C)(C)C tert-butyl (3S,4R)-3-[[tert-butyl(dimethyl) silyl]oxymethyl]-4-[[3-(2,6-dibenzyloxy-3-pyridyl)-1-methyl-indazol-6-yl]amino]piperidine-1-carboxylate